C(C)(C)(C)OC(=O)N1CCN(CC1)CCOCC(=O)O 2-[2-(4-t-Butoxycarbonylpiperazin-1-yl)ethoxy]acetic acid